undecanoylsulfonate C(CCCCCCCCCC)(=O)S(=O)(=O)[O-]